methoxyl-acetic acid O(C)CC(=O)O